C1(CC1)N(CC1=CC=C(C=C1)OC)CC1CN(C1)C(=O)OC(C)(C)C tert-butyl 3-([cyclopropyl(4-methoxybenzyl)amino] methyl)azetidin-1-carboxylate